C(N)(OCC(OCCOC1=C(C(=CC=C1C=1N=C(SC1)N1CCOCC1)F)F)C(C)(C)C)=O (tert-butyl 2-(2-(2,3-difluoro-6-(2-morpholinothiazol-4-yl) phenoxy) ethoxy) ethyl) carbamate